4-(2-fluoro-5-(4,4,5,5-tetramethyl-1,3,2-dioxaborolan-2-yl)phenyl)-1,3,5-trimethyl-1H-pyrazole FC1=C(C=C(C=C1)B1OC(C(O1)(C)C)(C)C)C=1C(=NN(C1C)C)C